Cyclohexenothiolate hydrochloride Cl.C1(=CCCCC1)[S-]